COC(CCCCCCCCC=CC1OC(OCC1)(C)C)=O 11-(2,2-dimethyl-1,3-dioxan-4-yl)-10-undecenoic acid methyl ester